N-(2,1,3-benzoselenadiazol-4-yl)-6-chloro-1H-indole-3-sulfonamide N=1[Se]N=C2C1C=CC=C2NS(=O)(=O)C2=CNC1=CC(=CC=C21)Cl